6-(trifluoromethyl)-2H-pyrazolo[4,3-c]pyridine FC(C1=CC=2C(C=N1)=CNN2)(F)F